C(C)(=O)OC1CCC(C2=C3C=C(C(=CC3=C(N=C12)OC)F)F)N(C)C(=O)OC(C)(C)C 1-((tert-butoxycarbonyl)(methyl)amino)-8,9-difluoro-6-methoxy-1,2,3,4-tetrahydrophenanthridin-4-yl acetate